trimethyl-[1-(trifluoromethyl)vinyl]silane C[Si](C(=C)C(F)(F)F)(C)C